N-[(1H-Imidazol-2-yl)methyl]-5-(1-methyl-1H-pyrazol-3-yl)-6-[4-(trifluoromethyl)phenoxy]pyridine-3-carboxamide N1C(=NC=C1)CNC(=O)C=1C=NC(=C(C1)C1=NN(C=C1)C)OC1=CC=C(C=C1)C(F)(F)F